(1S,2R,3S,4S)-1-((2S)-2-((4S,5R)-2-(2-chloro-4-fluorophenyl)-5-hydroxy-1,3-dioxan-4-yl)-2-hydroxyethyl)-3,4-dihydroxy-2-(hydroxymethyl)tetrahydro-1H-selenophen-1-ium ClC1=C(C=CC(=C1)F)C1OC[C@H]([C@H](O1)[C@@H](C[Se@+]1[C@@H]([C@H]([C@@H](C1)O)O)CO)O)O